tert-Butyl 3-(4-(2-(4-bromo-5-chloro-2-methoxyphenylamino)acetyl)piperazin-1-yl)azetidine-1-carboxylate BrC1=CC(=C(C=C1Cl)NCC(=O)N1CCN(CC1)C1CN(C1)C(=O)OC(C)(C)C)OC